OCC1C(C(CC(O1)O)O)O 6-(hydroxymethyl)tetrahydro-2H-pyran-2,4,5-triol